FC1=C2C(C=C(C(C2=C(C=C1)F)=O)CC1=NC(=C(C=C1)C(F)(F)F)OC)=O 5,8-difluoro-2-((6-methoxy-5-(trifluoromethyl)pyridin-2-yl)methyl)naphthalene-1,4-dione